(1S,5S,6R)-6-hydroxy-8-methyl-8-azabicyclo[3.2.1]octan-3-one O[C@H]1[C@@H]2CC(C[C@H](C1)N2C)=O